(R)-3-ethoxy-N-(3-(5-fluoro-2-((2-fluoro-3-(methylsulfonyl)phenyl)amino)pyrimidin-4-yl)-1H-indol-7-yl)-2-(4-methylpiperazin-1-yl)propanamide C(C)OC[C@H](C(=O)NC=1C=CC=C2C(=CNC12)C1=NC(=NC=C1F)NC1=C(C(=CC=C1)S(=O)(=O)C)F)N1CCN(CC1)C